4-benzyl-2-methyl-1,2,4-thiadiazolidine C(C1=CC=CC=C1)N1CN(SC1)C